3-[(3-{8-bromo-6-fluoro-3-[(trifluoromethyl)sulfanyl]imidazo[1,2-a]pyridin-2-yl}prop-2-yn-1-yl)amino]-4-methoxy-N-methylbenzamide BrC=1C=2N(C=C(C1)F)C(=C(N2)C#CCNC=2C=C(C(=O)NC)C=CC2OC)SC(F)(F)F